N[C@H](C(=O)N1[C@@H]([C@H]2C([C@H]2C1)(C)C)C(=O)N[C@@H](C[C@H]1C(NC(C1)(C)C)=O)C#N)[C@@H](C)OC(C)(C)C (1R,2S,5S)-3-[(2S,3R)-2-amino-3-tert-butoxy-butanoyl]-N-[(1S)-1-cyano-2-[(3R)-5,5-dimethyl-2-oxo-pyrrolidin-3-yl]ethyl]-6,6-dimethyl-3-azabicyclo[3.1.0]hexane-2-carboxamide